COC=1C=C2C(=CN(C2=CC1)CC1=NC=CC=C1)\C=C/1\C(NC(S1)=O)=O (Z)-5-((5-methoxy-1-(pyridin-2-ylmethyl)-1H-indol-3-yl)methylene)thiazolidine-2,4-dione